ClC=1C=C(C(=C(C1)O)C1=CN=C(N=N1)N[C@H]1[C@@H](CCCC1)O)C 5-chloro-2-(3-(((1r,2r)-2-hydroxycyclohexyl)amino)-1,2,4-triazin-6-yl)-3-methylphenol